O1CC(C1)C1=NNC(=N1)C1CC2(CN(C2)C(=O)N2CC3(C2)CC(C3)CN3N=CC=C3C(F)(F)F)C1 [6-[3-(oxetan-3-yl)-1H-1,2,4-triazol-5-yl]-2-azaspiro[3.3]heptan-2-yl]-[6-[[5-(trifluoromethyl)pyrazol-1-yl]methyl]-2-azaspiro[3.3]heptan-2-yl]methanone